FC=1C(=CC(=NC1)N1CCN(CC1)C)[C@@H](CO)NC(CC)=O N-[(1S)-1-[5-fluoro-2-(4-methylpiperazin-1-yl)pyridin-4-yl]-2-hydroxyethyl]propanamide